(1S,2S,3S)-N-(7-chloro-6-(cis-3-cyanocyclobutyl)isoquinolin-3-yl)-2-ethyl-3-(1-methyl-1H-pyrazol-4-yl)cyclopropane-1-carboxamide ClC1=C(C=C2C=C(N=CC2=C1)NC(=O)[C@H]1[C@H]([C@@H]1C=1C=NN(C1)C)CC)[C@@H]1C[C@@H](C1)C#N